C(C)(=O)C1=C(C2=C(N=C(N=C2)NC=2C=CC(=NC2)C2CCN(CC2)C(=O)OC(C)(C)C)N(C1=O)C1CCCC1)C tert-butyl 4-(5-((6-acetyl-8-cyclopentyl-5-methyl-7-oxo-7,8-dihydropyrido[2,3-d]pyrimidin-2-yl)amino)pyridin-2-yl)piperidine-1-carboxylate